O=C1C2CCC(CC1)N2C(=O)OC(C)(C)C tert-butyl 2-oxo-8-azabicyclo[3.2.1]octane-8-carboxylate